BrCCCCCCCCC=CC=CCCCCCC 1-bromo-9,11-octadecadiene